C(CCCCCCC)(=O)O.C1(=CC=CC=C1)CC(=O)C1C=CC=C1 phenylmethyl-cyclopentadienylketone Caprylate